{3-[(1,3-benzothiazol-2-yl)amino]-6-methyl-5H,6H,7H-pyrrolo[2,3-c]Pyridazin-7-yl}-1,3-thiazole-4-carboxylic acid S1C(=NC2=C1C=CC=C2)NC2=CC1=C(N=N2)N(C(C1)C)C=1SC=C(N1)C(=O)O